2-(p-{(1R)-Dispiro[cyclohexane-1,3'-[1,2,4]trioxolane-5',2''-tricyclo[3.3.1.13,7]decan]-3-yl}phenyl)ethylamine C12C3(C4CC(CC(C1)C4)C2)O[C@]2(OO3)CC(CCC2)C2=CC=C(C=C2)CCN